2-[(4-bromopyridin-2-yl)oxy]acetic acid BrC1=CC(=NC=C1)OCC(=O)O